C12=CC=CC=C2CC=C1 bicyclo[4.3.0]nona-1,3,5,8-tetraen